C(C)OC1=C(C=CC=C1)O.[Li] lithium ethoxyphenol